C(C)(C)(C)OC(=O)NC1=CC(=NC=C1Cl)C(=O)OC Methyl 4-((tert-butoxycarbonyl) amino)-5-chloropyridine-2-carboxylate